3-methyl-1-(1-(6-methyl-1-(pyridin-3-yl)-1H-indazol-3-yl)ethyl)-1H-pyrazolo[3,4-d]pyrimidin-4-amine CC1=NN(C2=NC=NC(=C21)N)C(C)C2=NN(C1=CC(=CC=C21)C)C=2C=NC=CC2